(S)-5-Chloro-2-methyl-1-(naphthalene-1-yl)-1H-benzo[d]imidazole ClC1=CC2=C(N(C(=N2)C)C2=CC=CC3=CC=CC=C23)C=C1